N-Succinimidyl-3-(2-Pyridylthio) Propionate C1CC(=O)N(C1=O)OC(=O)CCSC2=CC=CC=N2